C1CCC(CC1)[NH3+] The molecule is an ammonium ion resulting from the protonation of the amino group of cyclohexylamine. It has a role as a human xenobiotic metabolite. It is a conjugate acid of a cyclohexylamine.